COC1=C(C=NC(=C1)N1CCC(CC1)C(F)(F)F)NC1=CC2=C(N(C(N2C)=O)C)C=C1 5-((4-methoxy-6-(4-(trifluoromethyl)piperidin-1-yl)pyridin-3-yl)amino)-1,3-dimethyl-1,3-dihydro-2H-benzo[d]imidazol-2-one